ClCC(=O)NCCCN(CC)C1=NC2=CC(=C(C=C2C(=N1)NC1CCN(CC1)C1CCCCC1)OC)OC 2-chloro-N-(3-((4-((1-cyclohexylpiperidin-4-yl)amino)-6,7-dimethoxyquinazolin-2-yl)(ethyl)amino)propyl)acetamide